3,6-Di-tert-butylacridin-9(10H)-one C(C)(C)(C)C=1C=CC=2C(C3=CC=C(C=C3NC2C1)C(C)(C)C)=O